O1COC(C2=C1C=CC=C2)N2CC1CN(CC1C2)C 2-(benzo[d][1,3]dioxin-4-yl)-5-methyloctahydropyrrolo[3,4-c]pyrrole